2-fluoro-1-(3-(7-(1-(pyrimidin-2-yl)-1H-pyrazol-4-yl)-3-(4-(trifluoromethyl)phenyl)-1H-pyrazolo[4,3-b]pyridin-1-yl)azetidin-1-yl)prop-2-en-1-one FC(C(=O)N1CC(C1)N1N=C(C2=NC=CC(=C21)C=2C=NN(C2)C2=NC=CC=N2)C2=CC=C(C=C2)C(F)(F)F)=C